C(C)(C)N[Si](C)(C)C (isopropyl)(trimethylsilyl)amine